binaphthyl-8,8'-dicarboxylic acid C1(=CC=CC2=CC=CC(=C12)C(=O)O)C1=CC=CC2=CC=CC(=C12)C(=O)O